ethyl 2-(2-((5-(3-(aminomethyl)phenyl)-7-(cyclopropylmethoxy)benzofuran-3-yl)methoxy)-4-methoxyphenyl)acetate NCC=1C=C(C=CC1)C=1C=C(C2=C(C(=CO2)COC2=C(C=CC(=C2)OC)CC(=O)OCC)C1)OCC1CC1